(1-(5-chloro-3,6-dimethoxypyridin-2-yl)butan-2-yl)carbamic acid tert-butyl ester C(C)(C)(C)OC(NC(CC1=NC(=C(C=C1OC)Cl)OC)CC)=O